2-(2-(phenylamino) pyrimidine-4-carbonyl)-3,9-diazaspiro[5.5]undecane-3-carboxylate C1(=CC=CC=C1)NC1=NC=CC(=N1)C(=O)C1CC2(CCN1C(=O)[O-])CCNCC2